ClC1(CC1)C(CN1NCNC1S)=O 1-(1-chlorocyclopropyl)-2-(5-sulfanyl-1,2,4-triazolidinyl)-ethanone